2-amino-4-bromopyridine nitrogen [N].NC1=NC=CC(=C1)Br